ClC1=C(C=C(C=C1)N1C(C2(C3=NC(=CC=C31)C(=O)N3C(C(NCC3)=O)(C)C)CCOCC2)=O)F r-(4-chloro-3-fluorophenyl)-5'-(2,2-dimethyl-3-oxopiperazine-1-carbonyl)-2,3,5,6-tetrahydrospiro[pyran-4,3'-pyrrolo[3,2-b]pyridin]-2'(1'H)-one